chloro-5-(3-methoxytetrahydrofuran-3-yl)pyridine ClC1=NC=C(C=C1)C1(COCC1)OC